N-(1-(tert-butyl)-1H-pyrazol-4-yl)-2-(3-fluoro-5-((6-((1-methylpiperidin-4-yl)oxy)quinazolin-4-yl)oxy)pyridin-2-yl)acetamide C(C)(C)(C)N1N=CC(=C1)NC(CC1=NC=C(C=C1F)OC1=NC=NC2=CC=C(C=C12)OC1CCN(CC1)C)=O